N[C@@H]1[C@H](CCCC1)C1=CC2=NC(=CC(=C2S1)NCC=1SC=CC1)Cl 2-((1S,2S)-2-aminocyclohexyl)-5-chloro-N-(thiophen-2-ylmethyl)thieno[3,2-b]pyridin-7-amine